N-ethylaminomethoxyacetate C(C)NCOCC(=O)[O-]